1-methoxy-2-methyl-1-triethylsiloxypropene COC(=C(C)C)O[Si](CC)(CC)CC